C(C=C)NC(=S)N/N=C(\C)/C1=NC=CC=C1 (E)-N-allyl-2-(1-(pyridin-2-yl)ethylidene)hydrazine-1-carbothioamide